NCCNCCO[Si](OC)(OC)CCC1=CC=CC=C1 (AMINOETHYLAMINOMETHYL)PHENETHYL-trimethoxysilane